Bis(2-ethylhexyl)dimethylammonium iodide [I-].C(C)C(C[N+](C)(C)CC(CCCC)CC)CCCC